BrC1=CC2=C(C3=CC=CC=C3C(=C2C=C1)OCCC(C)C)OCCC(C)C 2-bromo-9,10-bis(isopentyloxy)anthracene